p-nitrophenyl-serinol [N+](=O)([O-])C1=CC=C(C=C1)NC(CO)CO